propyl-antimony C(CC)[Sb]